C1=CC(=C(C(=C1[N+](=O)[O-])Cl)Cl)Cl 1,2,3-trichloronitrobenzene